4-(4-((1-(6-(((1r,4r)-4-(3-chloro-4-cyanophenoxy)cyclohexyl)carbamoyl)pyridazin-3-yl)piperidin-4-yl)methyl)piperazin-1-yl)-2-((2,6-dioxopiperidin-3-yl)carbamoyl)-5-fluorobenzoic acid ClC=1C=C(OC2CCC(CC2)NC(=O)C2=CC=C(N=N2)N2CCC(CC2)CN2CCN(CC2)C2=CC(=C(C(=O)O)C=C2F)C(NC2C(NC(CC2)=O)=O)=O)C=CC1C#N